N(=[N+]=[N-])[C@H]1CN(C[C@H]1OCOC)C(=O)OC(C)(C)C (3S,4R)-tert-Butyl 3-azido-4-(methoxy-methoxy)-pyrrolidine-1-carboxylate